6-(6-(((1R,3S,4S,5R)-4-fluoro-1-methyl-8-azabicyclo[3.2.1]oct-6-en-3-yl)(methyl)amino)-1,2,4-triazin-3-yl)isoquinolin-7-ol F[C@@H]1[C@H](C[C@@]2(C=C[C@H]1N2)C)N(C2=CN=C(N=N2)C=2C=C1C=CN=CC1=CC2O)C